C(C)C1(CCCCC1)C(C)C ethyl-isopropyl-cyclohexane